3-(2-Chloro-5-methoxyphenyl)-5-(2,6-difluorophenyl)-4-methyl-4H-1,2,4-triazole ClC1=C(C=C(C=C1)OC)C1=NN=C(N1C)C1=C(C=CC=C1F)F